7-methyl-6-(1-((1-methyl-5-(trifluoromethyl)-1H-pyrazol-4-yl)sulfonyl)piperidin-4-yl)-[1,2,4]triazolo[1,5-b]pyridazine CC1=CC=2N(N=C1C1CCN(CC1)S(=O)(=O)C=1C=NN(C1C(F)(F)F)C)N=CN2